C(CCC)C1OCC(O1)C 2-butyl-4-methyl-1,3-dioxolane